6-chloro-1-cyclopentyl-3-methyl-1,3-dihydro-2H-imidazo[4,5-c]Pyridin-2-one ClC1=CC2=C(C=N1)N(C(N2C2CCCC2)=O)C